ClC=1C=C2C(=NC=NC2=C(C1C1=C2C=NNC2=CC=C1C)F)N1CCN(CC1)C(\C=C\CN(C)C)=O (E)-1-(4-(6-chloro-8-fluoro-7-(5-methyl-1H-indazol-4-yl)quinazolin-4-yl)piperazin-1-yl)-4-(dimethyl-amino)but-2-en-1-one